C(CCC)OC(CCCCC(CN(CCCSSCCN1CCN(CC1)CCOC(CCCCN(CC(CCCCCCC(=O)OCCCC)O)CC(CCCCCCC(=O)OCCCC)O)=O)CC(CCCCC(OCCCC)=O)O)O)=O Dibutyl 9,9'-((5-(2-(4-(2-((3-(bis(7-butoxy-2-hydroxy-7-oxoheptyl)amino)-propyl)disulfaneyl)ethyl)piperazin-1-yl)ethoxy)-5-oxopentyl)azanediyl)bis(8-hydroxynonanoate)